CN1C2=CC=CC=C2N(C=2C=CC=CC12)C1=C(C(=CC=C1N1C=2C=CC=CC2N(C2=CC=CC=C12)C)C1=CC(=CC=C1)C=1OC2=C(N1)C=CC=C2)C2=CC(=CC=C2)C=2OC1=C(N2)C=CC=C1 2,2'-(3',4'-bis(10-methylphenazin-5(10H)-yl)-[1,1':2',1''-terphenyl]-3,3''-diyl)bis(benzo[d]oxazole)